N-((1R,3r,5S)-8-(((1-methylpiperidin-4-yl)methyl)sulfonyl)-8-azabicyclo[3.2.1]octan-3-yl)-5-(oxetan-3-yl)isoxazole-3-carboxamide CN1CCC(CC1)CS(=O)(=O)N1[C@H]2CC(C[C@@H]1CC2)NC(=O)C2=NOC(=C2)C2COC2